Triethoxy-3-(2-imidazolin-1-yl)-propylsilan C(C)O[Si](CCCN1C=NCC1)(OCC)OCC